C(CCCCCCC\C=C/CCCCCCCC)(=O)OC[C@@H](OC(CCCCCCC\C=C/CCCCCCCC)=O)COP(=O)(O)OC[C@H](N)C(=O)O 1,2-dioleoyl-sn-glycero-3-phospho-serine